N-hydroxy-6-methoxypyridazine-3-carboximidamide ONC(=N)C=1N=NC(=CC1)OC